FC(OC1=CC=CC(=N1)NC=1C=C2C=CNC2=CC1)(F)F N-(6-(trifluoromethoxy)pyridin-2-yl)-1H-indol-5-amine